2-methoxy-3-{3-[6-(trifluoromethyl)pyridin-3-yl]azetidine-1-carbonyl}-4-[(1,1,1-trifluoropropan-2-yl)oxy]benzonitrile COC1=C(C#N)C=CC(=C1C(=O)N1CC(C1)C=1C=NC(=CC1)C(F)(F)F)OC(C(F)(F)F)C